methyl rac-2-[2-[2-bromo-4-fluoro-5-[3-methyl-2,6-dioxo-4-(trifluoromethyl)pyrimidin-1-yl]phenoxy]phenoxy]-2-methoxy-acetate BrC1=C(OC2=C(O[C@H](C(=O)OC)OC)C=CC=C2)C=C(C(=C1)F)N1C(N(C(=CC1=O)C(F)(F)F)C)=O |r|